C12(CC3CC(CC(C1)C3)C2)C(=O)NC2(C3CC1CC(CC2C1)C3)NC(=O)C31CC2CC(CC(C3)C2)C1 N-{2-[(tricyclo[3.3.1.13,7]dec-1-ylcarbonyl)amino]tricyclo[3.3.1.13,7]dec-2-yl}tricyclo[3.3.1.13,7]decane-1-carboxamide